tert-Butyl 3-fluoro-4-methoxy-3-methylpiperidine-1-carboxylate FC1(CN(CCC1OC)C(=O)OC(C)(C)C)C